dicaprylic acid tellurium [Te].C(CCCCCCC)(=O)O.C(CCCCCCC)(=O)O